tert-butyl 4-(6-nitro-3-pyridyl)-3-oxo-piperazine-1-carboxylate [N+](=O)([O-])C1=CC=C(C=N1)N1C(CN(CC1)C(=O)OC(C)(C)C)=O